2,6-dimethylocta-2,4,6-triene CC(C)=CC=CC(=CC)C